1-[(4-fluoro-3-methylphenyl)methyl]-3-methyl-3-[(3R)-1-(pyridazin-3-yl)piperidin-3-yl]urea FC1=C(C=C(C=C1)CNC(=O)N([C@H]1CN(CCC1)C=1N=NC=CC1)C)C